4-methyl-N-[5-(3-methylpyridin-2-yl)-1,3-oxazol-2-yl]Pyridin-2-amine CC1=CC(=NC=C1)NC=1OC(=CN1)C1=NC=CC=C1C